C(CCCCC)(=O)OC[C@@H]1[C@H]([C@@H]([C@H]([C@H](OC2=C(C=CC=C2)CC2=CC=C(C=C2)OC)O1)O)O)O 2-(4-methoxybenzyl)phenyl 6-O-hexanoyl-β-D-glucopyranoside